ClC=1N=C(C2=C(N1)N(C=C2)COCC[Si](C)(C)C)C=O 2-chloro-7-((2-(trimethylsilyl)ethoxy)methyl)-7H-pyrrolo[2,3-d]pyrimidine-4-carbaldehyde